ClC=1C=C(C=CC1Cl)C(CN(C)C)NS(=O)(=O)C1=CC=C(C=C1)F N-(1-(3,4-dichlorophenyl)-2-(dimethylamino)ethyl)-4-fluorobenzenesulfonamide